BrC=1C(=CC(NC1)=O)C=1OC(=NN1)C(F)F 5-bromo-4-(5-(difluoromethyl)-1,3,4-oxadiazol-2-yl)pyridin-2(1H)-one